[Si](C)(C)(C(C)(C)C)OCCO[C@H]1[C@H](CN(CC1)C(=O)OC(C)(C)C)F tert-butyl (3S,4R)-4-(2-((tert-butyldimethylsilyl)oxy)ethoxy)-3-fluoropiperidine-1-carboxylate